C1CCC2=C(C=3CCCC3C=C12)NC(=O)NS(=O)(=O)C1=CC=2CN(CCCC2O1)C N-((1,2,3,5,6,7-hexahydro-s-indacen-4-yl)carbamoyl)-5-methyl-5,6,7,8-tetrahydro-4H-furo[3,2-c]azepine-2-sulfonamide